N-(3-acetamidophenyl)-2-(4,4-difluoroazepan-1-yl)-7-fluoroquinoline-3-carboxamide C(C)(=O)NC=1C=C(C=CC1)NC(=O)C=1C(=NC2=CC(=CC=C2C1)F)N1CCC(CCC1)(F)F